3-(3'-methyl-6-oxo-6,8-dihydro-2H,7H-spiro[furo[2,3-e]isoindol-3,4'-piperidin]-7-yl)piperidine-2,6-dione CC1CNCCC12COC1=C3CN(C(C3=CC=C12)=O)C1C(NC(CC1)=O)=O